C(C1=CC=CC=C1)OC=1C(=C2C=C(C=NC2=CC1)Br)OCC(CN)F 3-((6-(benzyloxy)-3-bromoquinoline-5-yl)oxy)-2-fluoropropane-1-amine